OCC1CC2CC(C1C2)C(CC)O (6-hydroxymethylbicyclo[2.2.1]hept-2-yl)propan-1-ol